ClC1=CC(=NC=C1)CN1C2=NC=NC(=C2N=C1C1=C(C=C(C=C1)OCCN1CCNCC1)C(F)(F)F)OC1(CC1)C 9-((4-chloropyridin-2-yl)methyl)-6-(1-methylcyclopropoxy)-8-(4-(2-(piperazin-1-yl)ethoxy)-2-(trifluoromethyl)phenyl)-9H-purine